1-(1-((2-(3,5-dichloro-phenyl)-6-((2-(4-methyl-piperazin-1-yl)pyrimidin-5-yl)oxy)pyridin-4-yl)methyl)piperidin-4-yl)propan-2-one ClC=1C=C(C=C(C1)Cl)C1=NC(=CC(=C1)CN1CCC(CC1)CC(C)=O)OC=1C=NC(=NC1)N1CCN(CC1)C